C(C)C1=C(N=C(S1)NC(CCNC(C1=CC(=CC=C1)C)=O)=O)C Ethyl-4-methyl-2-(3-(3-methylbenzamido)propanamido)thiazole